C(C)(C)(C)OC(=O)N[C@@H]1CC[C@H](CC1)C(CC(=O)OCC)=O ethyl 3-(trans-4-((tert-butoxycarbonyl) amino) cyclohexyl)-3-oxopropionate